FC1=C2C=NNC2=CC=C1OC 4-fluoro-5-methoxy-1H-indazole